trans-4-(morpholin-4-yl)cyclohexanecarboxylic acid hydrazide N1(CCOCC1)[C@@H]1CC[C@H](CC1)C(=O)NN